C(#N)C=1C(=CC2=C(O[C@H](CO2)CO)C1)N=CN(C)C N'-[(2S)-7-Cyano-2-(hydroxymethyl)-2,3-dihydro-1,4-benzodioxin-6-yl]-N,N-dimethylmethan-imidamide